(+)-sodium ascorbic acid O=C1C(O)=C(O)[C@H](O1)[C@@H](O)CO.[Na]